5-[(Z)-2-{6-[(cyclopropylmethyl)amino]pyridin-3-yl}-2-fluoroethyl]-N-[(1S,2S)-2-hydroxycyclohexyl]-6-methylpyridine-3-carboxamide C1(CC1)CNC1=CC=C(C=N1)C(CC=1C=C(C=NC1C)C(=O)N[C@@H]1[C@H](CCCC1)O)F